FC1=C(C(=CC(=C1)C(=O)C1=CC=C2C(=CC=CN12)C1=CC2=C(N(C=N2)C)C=C1C(F)(F)F)F)NS(=O)(=O)C1=C(C(=C(C(=C1F)F)CNC)F)F N-(2,6-difluoro-4-(8-(1-methyl-6-(trifluoromethyl)-1H-benzo[d]imidazol-5-yl)indolizine-3-carbonyl)phenyl)-2,3,5,6-tetrafluoro-4-((methylamino)methyl)benzenesulfonamide